(Z)-4-(cyclopentylamino)-N'-(2-ethyl-4-hydroxyphenyl)-6-(6-methoxypyridin-3-yl)-pyrrolo[1,2-b]pyridazine-3-carboximidamide C1(CCCC1)NC=1C=2N(N=CC1/C(/N)=N/C1=C(C=C(C=C1)O)CC)C=C(C2)C=2C=NC(=CC2)OC